FC1=C(C(=O)N([C@H]2CNCCC2)C2=NC=CC3=CC=CC(=C23)C)C=CC(=C1)N1N=C(N=N1)C (R)-2-fluoro-4-(5-methyl-2H-tetrazol-2-yl)-N-(8-methylisoquinolin-1-yl)-N-(piperidin-3-yl)benzamide